C(C)(C)(C)OC(=O)N[C@H](C(=O)NCCNC(=O)C1=C(C(=C(S1)NC(C(CC)C1=CC=C(C=C1)F)=O)C(=O)OC)C)CC(C)C methyl 5-((2-((S)-2-((tert-butoxycarbonyl)amino)-4-methylpentanamido)ethyl)carbamoyl)-2-(2-(4-fluorophenyl)butanamido)-4-methylthiophene-3-carboxylate